tert-butyl (4-(2-((1-(tetrahydro-2H-pyran-2-yl)-6-(1,2,3-thiadiazol-5-yl)-1H-pyrazolo[4,3-c]pyridin-4-yl)amino)ethoxy)butyl)carbamate O1C(CCCC1)N1N=CC=2C(=NC(=CC21)C2=CN=NS2)NCCOCCCCNC(OC(C)(C)C)=O